OC1=C(CNC(C=C)=O)C=C(C(=C1)CNC(C=C)=O)O N-(2,5-dihydroxy-4-acrylamidomethylbenzyl)acrylamide